2,3,6-naphthalenetricarboxylic acid-2,3-anhydride C1=C2C(=CC3=CC(=CC=C13)C(=O)O)C(=O)OC2=O